COCCC1(CC(C1)N1[C@H]2CN(CC1CC2)C=2C=1N(N=CC2)C=C(C1)C=1C=NN(C1)C)C#N (1r,3r)-1-(2-methoxyethyl)-3-(3-(6-(1-methyl-1H-pyrazol-4-yl)pyrrolo[1,2-b]pyridazin-4-yl)-3,8-diazabicyclo[3.2.1]octan-8-yl)cyclobutane-1-carbonitrile